(S)-((4-nitrophenoxy)(phenoxy)phosphoryl)-L-alanine 1-methylpyrrolidin-3-yl ester CN1CC(CC1)OC([C@@H](NP(=O)(OC1=CC=CC=C1)OC1=CC=C(C=C1)[N+](=O)[O-])C)=O